6-Chloro-N-(3,4-dichloro-2-fluorophenyl)-7-methoxypyrido[3,2-d]pyrimidin-4-amine ClC=1C(=CC=2N=CN=C(C2N1)NC1=C(C(=C(C=C1)Cl)Cl)F)OC